CS(=O)(=O)[O-].C(CCCCC)[NH+]1CC(CC1)C 1-Hexyl-3-Methylpyrrolidinium methansulfonat